[Fe+](Cl)Cl.CC1=C(C(=CC=C1)C)N=C(C)CC(C)=NC1=C(C=CC=C1C)C 2,4-bis[(2,6-dimethylphenyl)imino]pentane Iron (III) Dichloride